ClC1=CC(=C(C=C1)NC(OC([2H])([2H])[2H])=O)C(N[C@H](C(C(=O)NC1CC1)=O)C[C@H]1C(NCC1)=O)=O trideuteriomethyl N-[4-chloro-2-[[(1S)-3-(cyclopropylamino)-2,3-dioxo-1-[[(3S)-2-oxopyrrolidin-3-yl]methyl]propyl]carbamoyl] phenyl]carbamate